C(C)(C)(C)OC(=O)N[C@@H](C(C1=CC=CC=C1)(C)C)C(=O)OC methyl N-(tert-butoxycarbonyl)-β,β-dimethyl-L-phenylalaninate